1-[3-acetyl-6-[5-bromo-6-(2-methoxyethoxy)benzimidazol-1-yl]-2-pyridyl]-5-methyl-pyrazole-3-carbonitrile C(C)(=O)C=1C(=NC(=CC1)N1C=NC2=C1C=C(C(=C2)Br)OCCOC)N2N=C(C=C2C)C#N